NC([C@H](C[C@H]1C(NCC1)=O)NC([C@H](C1CC2=CC=CC=C2C1)NC(=O)C=1NC2=CC=CC(=C2C1)OC)=O)=O N-((S)-2-(((S)-1-amino-1-oxo-3-((S)-2-oxopyrrolidin-3-yl)propan-2-yl)amino)-1-(2,3-dihydro-1H-inden-2-yl)-2-oxoethyl)-4-methoxy-1H-indole-2-carboxamide